1,8-Dibromoanthracene BrC1=CC=CC2=CC3=CC=CC(=C3C=C12)Br